C(C)(C)(C)OC(=O)N1CCN(CC1)C1=C(C(=NC2=C(C(=C(C=C12)Cl)Br)F)Cl)C#N 4-(7-bromo-2,6-dichloro-3-cyano-8-fluoroquinolin-4-yl)piperazine-1-carboxylic acid tert-butyl ester